(7R,13R)-11-fluoro-7,13-dimethyl-6,7,13,14-tetrahydro-1,15-ethenopyrazolo[4,3-f][1,4,8,10]benzoxatriazacyclotridecin-4(5H)-one FC=1C=CC2=C([C@H](NC3=NC4=C(C(NC[C@H](O2)C)=O)C=NN4C=C3)C)C1